COC=1C=C(CNCC2=CC(=CC=C2)OCCOC)C=CC1 N-(3-methoxybenzyl)-1-(3-(2-methoxyethoxy)phenyl)methanamine